4,4'-butylidene-bis-(2-tert-butyl-5-methylphenol) C(CCC)(C1=CC(=C(C=C1C)O)C(C)(C)C)C1=CC(=C(C=C1C)O)C(C)(C)C